2-methylpropyl benzoate (ISOBUTYL BENZOATE) C(C(C)C)C1=C(C(=O)O)C=CC=C1.C(C1=CC=CC=C1)(=O)OCC(C)C